(R)-3-(3-(6-(2-chloropyrimidin-4-yl)pyridin-2-yl)isoxazol-5-yl)-3-hydroxy-1-methylpyrrolidin-2-one ClC1=NC=CC(=N1)C1=CC=CC(=N1)C1=NOC(=C1)[C@]1(C(N(CC1)C)=O)O